(3aR,8aS)-6-acetyl-decahydro-pyrrolo[3,4-d]azepine-2-carboxylic acid tert-butyl ester C(C)(C)(C)OC(=O)N1C[C@H]2CCN(CC[C@H]2C1)C(C)=O